C([C@@H](O)[C@@H](O)[C@H](O)[C@H](O)CO)O D-mannitol